6-FORMYLPYRIDINE-2-BORONIC ACID C(=O)C1=CC=CC(=N1)B(O)O